4-((dimethylamino)methyl)-2-fluoro-N'-(1,2,3,5,6,7-hexahydro-s-indacen-4-ylcarbamoyl)benzene-sulfonimidamide CN(C)CC1=CC(=C(C=C1)S(=O)(N)=NC(NC1=C2CCCC2=CC=2CCCC12)=O)F